N-{4-[5-(2,2-diethyl-4-oxo-3,4-dihydro-2H-1-benzopyran-6-yl)-1,2,4-oxadiazol-3-yl]-3-methoxyphenyl}acetamide 3-(2-Bromo-4-(guanidinomethyl)phenoxy)propyl-4-bromobenzenesulfonate BrC1=C(OCCCOS(=O)(=O)C2=CC=C(C=C2)Br)C=CC(=C1)CNC(=N)N.C(C)C1(OC2=C(C(C1)=O)C=C(C=C2)C2=NC(=NO2)C2=C(C=C(C=C2)NC(C)=O)OC)CC